N12C=CNC2CCC1 1,4-diazabicyclo-[3.3.0]octene